(tert-butyl) 2-methyl-1,4,6,7-tetrahydro-5H-imidazo[4,5-c]pyridine-2,5-dicarboxylate CC1(NC2=C(CN(CC2)C(=O)[O-])N1)C(=O)OC(C)(C)C